C(C)S(=O)(=O)N1C=CC2=CC(=C(C=C12)C=1C2=C(C(N(C1)C)=O)NC=C2)OC2=CC=C(C=C2)F 4-(1-(ethylsulfonyl)-5-(4-fluorophenoxy)-1H-indol-6-yl)-6-methyl-1,6-dihydro-7H-pyrrolo[2,3-c]pyridin-7-one